N(=C=O)CCOC(C(CCCCN=C=O)N=C=O)=O isocyanatoethyl-2,6-diisocyanatocaproate